5-(3-fluoro-4-methylphenyl)-5-isopropylimidazolidine-2,4-dione FC=1C=C(C=CC1C)C1(C(NC(N1)=O)=O)C(C)C